O.C(#C)[C@@]1(C[C@H](O)[C@@H](CO)O1)N1C=NC=2C(N)=NC(=NC12)F ethynyl-2-fluoro-2'-deoxyadenosine monohydrate